N-(2-(4-(3-(4-ethyl-3-oxo-3,4-dihydro-2H-benzo[b][1,4]oxazin-7-yl)-1,2,4-oxadiazol-5-yl)piperidin-1-yl)-2-oxoethyl)benzamide C(C)N1C2=C(OCC1=O)C=C(C=C2)C2=NOC(=N2)C2CCN(CC2)C(CNC(C2=CC=CC=C2)=O)=O